8,8'-((3-aminopropyl)azetidinediyl)bis(N,N-didecyl-octanoamide) NCCCC1(N(CC1)CCCCCCCC(=O)N(CCCCCCCCCC)CCCCCCCCCC)CCCCCCCC(=O)N(CCCCCCCCCC)CCCCCCCCCC